CCCCCCCCCC(=O)OC[C@H](COP(=O)([O-])OCC[N+](C)(C)C)OC(=O)CCCCCCCCC 1,2-dicapryl-sn-glycero-3-phosphocholine